F[P-](F)(F)(F)(F)F.FC(C=1C=CC2=C(N(N=N2)C(=[N+](C)C)N(C)C)C1)(F)F N-[6-trifluoromethyl(1H-benzotriazol-1-yl)(dimethylamino)methylene]-N-methylmethanaminium hexafluorophosphate